ClC=1C(NC2=C(C=C(C=C2C1)COC1=CN=NC(=C1)I)F)=O 3-chloro-8-fluoro-6-(((6-iodopyridazin-4-yl)oxy)methyl)quinolone